ClC1=C(C=CC(=C1)C)S(=O)(=O)N1CC(C1)(CO)COC1=CC(=C(C#N)C=C1)F 4-((1-((2-Chloro-4-methylphenyl)sulfonyl)-3-(hydroxymethyl)azetidin-3-yl)methoxy)-2-fluorobenzonitrile